(S)-1,8-dimethyl-4-(4-(3-(methylamino)-1-(thiophen-2-yl)propoxy)benzyl)-1,2,3,4-tetrahydro-5H-pyrido[2,3-e][1,4]diazepin-5-one CN1CCN(C(C2=C1N=C(C=C2)C)=O)CC2=CC=C(C=C2)O[C@@H](CCNC)C=2SC=CC2